NC=1N=NC(=CC1N1CC2CCC(C1)N2C2=NC=C(C=N2)N2CC1(CN(C1)C(=O)OC(C)(C)C)C2)C2=C(C=CC=C2)O tert-butyl 6-(2-(3-(3-amino-6-(2-hydroxyphenyl)pyridazin-4-yl)-3,8-diazabicyclo[3.2.1]octan-8-yl)pyrimidin-5-yl)-2,6-diazaspiro[3.3]heptane-2-carboxylate